6-[3-(Dimethylamino)azetidin-1-yl]-5-{[ethyl(methyl)sulfamoyl]amino}pyridin CN(C1CN(C1)C1=C(C=CC=N1)NS(N(C)CC)(=O)=O)C